C(C)(C)(C)OC(=O)N1C[C@@H](N(CC1)C=1C2=C(N=CN1)N(C=C2N2CCC2)C2=CC(=CC=C2)Cl)C (S)-4-(5-(azetidin-1-yl)-7-(3-chlorophenyl)-7H-pyrrolo[2,3-d]pyrimidin-4-yl)-3-methylpiperazine-1-carboxylic acid tert-butyl ester